bis(benzonitrile) dichloride [Cl-].[Cl-].C(C1=CC=CC=C1)#N.C(C1=CC=CC=C1)#N